CC1(C(C1)(C(=O)OCC)C(=O)OCC)C diethyl 2,2-dimethylcyclopropane-1,1-dicarboxylate